O1CCN(CC1)C1=C2N=C(N(C2=NC=N1)COCC[Si](C)(C)C)N1CCC(CC1)NC(NC1=NC=CC(=C1)N1CC(C1)NC(OC(C)(C)C)=O)=O tert-butyl (1-(2-(3-(1-(6-morpholino-9-((2-(trimethylsilyl)ethoxy)methyl)-9H-purin-8-yl)piperidin-4-yl)ureido)pyridin-4-yl)azetidin-3-yl)carbamate